N-methoxymethyl-N-(pentoxymethyl)methacrylamide COCN(C(C(=C)C)=O)COCCCCC